NC1C(N(C2=C(C(C1)(F)F)C=C(C(=C2)C2=NN=C(O2)C21CN(CC(C2)C1)C(=O)OC)F)CC1=CC=C(C=C1)Cl)=O methyl 1-[5-[3-amino-1-[(4-chlorophenyl)methyl]-5,5,7-trifluoro-2-oxo-3,4-dihydro-1-benzazepin-8-yl]-1,3,4-oxadiazol-2-yl]-3-azabicyclo[3.1.1]heptane-3-carboxylate